NC1=C(C=2C(=NC(=C(C2)C2CCC2)C)N1C1=C(C(=CC=C1C)OCC1=CC=C(C=C1)OC)C)C#N 2-Amino-5-cyclobutyl-1-(3-((4-methoxybenzyl)oxy)-2,6-dimethylphenyl)-6-methyl-1H-pyrrolo[2,3-b]pyridine-3-carbonitrile